(3S)-6-fluoro-3-methyl-4-[(pyridin-4-yl)carbonyl]-8-[5-(trifluoromethyl)-1,2,4-oxadiazol-3-yl]-3,5-dihydro-2H-1,4-benzoxazepine FC1=CC(=CC2=C1CN([C@H](CO2)C)C(=O)C2=CC=NC=C2)C2=NOC(=N2)C(F)(F)F